4,7,10,13,16,19,22-heptaoxapentacosanedioic acid C(CCOCCOCCOCCOCCOCCOCCOCCC(=O)O)(=O)O